2-(8-methyl-[1,2,4]triazolo[1,5-a]pyridin-6-yl)-9H-carbazole CC=1C=2N(C=C(C1)C1=CC=3NC4=CC=CC=C4C3C=C1)N=CN2